tert-butyl 9-(acetoxy (pyridin-4-yl) methyl)-3-azaspiro[5.5]undecane-3-carboxylate C(C)(=O)OC(C1CCC2(CCN(CC2)C(=O)OC(C)(C)C)CC1)C1=CC=NC=C1